N,N-diisopropyl ethylenediamine tert-Butyl 6,6-dimethyl-4-(2-pyridyl)-2,3-dihydropyridine-1-carboxylate CC1(C=C(CCN1C(=O)OC(C)(C)C)C1=NC=CC=C1)C.C(C)(C)N(CCN)C(C)C